NC=1C=C(C(=NC1)N1CCC2(CN(C2)C(=O)OC(C)(C)C)CC1)F tert-butyl 7-(5-amino-3-fluoro-2-pyridyl)-2,7-diazaspiro[3.5]nonane-2-carboxylate